FC1=C(C=CC=2N(C(=NC21)C2=CC=C(C=C2)S(=O)(=O)C)C)C2CCN(CC2)C2CC1CCC(C2)N1C1CCOCC1 4-fluoro-1-methyl-2-(4-(methylsulfonyl)phenyl)-5-(1-(8-(tetrahydro-2H-pyran-4-yl)-8-azabicyclo[3.2.1]oct-3-yl)piperidin-4-yl)-1H-benzo[d]imidazole